NC1=C(C=C(C=C1)C=1C=CC2=C(C=3CN(C(C3C=C2)=O)CC(C(=O)N)=C)C1)S(=O)(=O)C 2-{[8-(4-amino-3-methanesulfonylphenyl)-3-oxo-1H,2H,3H-benzo[e]isoindol-2-yl]methyl}prop-2-enamide